N1N=CC(=C1)C1=NNC2=CC(=CC=C12)NC=1C=C(C=CC1)NC(=O)NC1=NOC(=C1)C(C)(C)C 1-(3-((3-(1H-pyrazol-4-yl)-1H-indazol-6-yl)amino)phenyl)-3-(5-(tert-butyl)isoxazol-3-yl)urea